ClC=1N(C(C2=C(N1)SC(=C2)S(=O)(=O)NC2(CC2)C)=O)CC=2C=NN(C2)C 2-chloro-N-(1-methylcyclopropyl)-3-[(1-methylpyrazol-4-yl)methyl]-4-oxothieno[2,3-d]pyrimidine-6-sulfonamide